C(O)C1=C(O)C(=C(C(=C1CO)O)CO)CO 2,3,5,6-tetramethylolhydroquinone